S1C(=CC=C1)C1C(=O)OC1=O thiophenemalonic acid anhydride